C(=O)(O)C=CC=O 3-carboxy-1-oxo-2-propen